7-methyl-5,6,7,8-tetrahydroimidazo[1,2-a]pyridine CC1CC=2N(CC1)C=CN2